The molecule is an L-threonine derivative that is the amide obtained by formal condensation of the carboxy group of L-threonine with the amino group of 2-naphthylamine. It has a role as a chromogenic compound. It is a N-(2-naphthyl)carboxamide, an amino acid amide and a L-threonine derivative. C[C@H]([C@@H](C(=O)NC1=CC2=CC=CC=C2C=C1)N)O